C(#N)C1(CC12CC2)C=2C=C1C=C(N=CC1=CC2)C2(CC(C2)OC)C(=O)N (6-(1-cyanospiro[2.2]pentan-1-yl)isoquinolin-3-yl)-3-methoxycyclobutane-1-carboxamide